[Si](C)(C)(C(C)(C)C)OCCCN1C(=CC2=CC=CC=C12)C=1C(=CC(=C(N)C1)F)F 5-[1-[3-[tert-butyl(dimethyl)silyl]oxypropyl]indol-2-yl]-2,4-difluoro-aniline